1-(4-(2-(4-isopropyl-5-(8-methoxy-[1,2,4]triazolo[1,5-a]pyridin-6-yl)-1H-pyrazol-3-yl)thiazol-5-yl)piperidin-1-yl)-2-morpholinoethan-1-one C(C)(C)C=1C(=NNC1C=1C=C(C=2N(C1)N=CN2)OC)C=2SC(=CN2)C2CCN(CC2)C(CN2CCOCC2)=O